S=C1NC(C=2NC=NC2N1CC1=C(C=CC=C1)[C@@H]1NCC[C@H](C1)C(F)(F)F)=O 2-Thioxo-3-(2-((2R,4R)-4-(trifluoromethyl)piperidin-2-yl)benzyl)-1,2,3,7-tetrahydro-6H-purin-6-one